N-(7-chloro-6-(1-(4-hydroxy-3-methyltetrahydrofuran-3-yl)piperidin-4-yl)isoquinolin-3-yl)-1-cyclopropyl-1H-pyrazole-4-carboxamide ClC1=C(C=C2C=C(N=CC2=C1)NC(=O)C=1C=NN(C1)C1CC1)C1CCN(CC1)C1(COCC1O)C